FC=1C=CC(=C(C(=O)N2[C@@H](COCC2)C)C1)C=1C=2N(C=C(C1)C1CN(C1)[C@H](CO[C@H]1CNCC1)C(C)C)C(=NC2F)C (3R)-4-[5-fluoro-2-(1-fluoro-3-methyl-6-{1-[(2S)-3-methyl-1-[(3R)-pyrrolidin-3-yloxy]butan-2-yl]azetidin-3-yl}imidazo[1,5-a]pyridin-8-yl)benzoyl]-3-methylmorpholine